FC1=CC=C2C=C(C(=NC2=C1)C)C(=O)O 7-fluoro-2-methylquinoline-3-carboxylic acid